F[C@H]1[C@@H]([C@H]2CN[C@@H]1CC2)N(C2=CC=C(N=N2)C2=C(C=C(C=C2)N2N=NC=C2)O)C 2-(6-(((1R,4R,5R,6R)-6-fluoro-2-azabicyclo[2.2.2]octan-5-yl)(methyl)amino)pyridazin-3-yl)-5-(1H-1,2,3-triazol-1-yl)phenol